CN1C(=NNC1=O)[C@@H](C)NC(OC(C)(C)C)=O tert-butyl [(1R)-1-(4-methyl-5-oxo-4,5-dihydro-1H-1,2,4-triazol-3-yl)ethyl]carbamate